(3-isobutoxyoxetan-3-yl)-2-methyl-propane-2-sulfinamide C(C(C)C)OC1(COC1)CC(C)(S(=O)N)C